(R)-1-((4-methoxyphenyl)diphenylmethoxy)-3-(octadecyloxy)propan-2-ol COC1=CC=C(C=C1)C(OC[C@@H](COCCCCCCCCCCCCCCCCCC)O)(C1=CC=CC=C1)C1=CC=CC=C1